6-Bromo-5-chloro-[1,2,4]triazolo[1,5-a]pyrazin-2-amine BrC=1N=CC=2N(C1Cl)N=C(N2)N